methyl-(S)-2-((tert-butoxycarbonyl)(methyl)amino)-4-methylpentanamide C[C@@](C(=O)N)(CC(C)C)N(C)C(=O)OC(C)(C)C